3-(1,4-dimethyl-1H-benzo[d][1,2,3]triazol-5-yl)-3-(3-(((R)-4-ethyl-3,4,8,9,10,11-hexahydronaphtho[1,2-f][1,4]oxazepin-2(1H)-yl)methyl)-4-methylphenyl)-2,2-dimethylpropionic acid CN1N=NC2=C1C=CC(=C2C)C(C(C(=O)O)(C)C)C2=CC(=C(C=C2)C)CN2C[C@H](OC1=C(C2)C=2CCCCC2C=C1)CC